N1(C=NC=C1)CC=1C=CC(=NC1)C1=C(SC(=C1)CC(C)C)S(=O)(=O)N 3-(5-((1H-imidazol-1-yl)methyl)pyridin-2-yl)-5-isobutylthiophene-2-sulfonamide